2-[2-[6-chloro-8-[2-(2,2,2-trifluoroethoxy)phenyl]imidazo[1,2-a]pyridin-2-yl]-5-methyl-4H-oxazol-5-yl]propan-2-ol ClC=1C=C(C=2N(C1)C=C(N2)C=2OC(CN2)(C)C(C)(C)O)C2=C(C=CC=C2)OCC(F)(F)F